FC1=C(C2=C(N=CS2)C=C1)C 6-fluoro-7-methyl-1,3-benzothiazole